1-[6-[benzyl(cyclopentyl)amino]-5-(sec-butylamino)-2-pyridyl]butan-1-ol C(C1=CC=CC=C1)N(C1=C(C=CC(=N1)C(CCC)O)NC(C)CC)C1CCCC1